NC1=NC2=C(C3=CN=CC=C13)C=C(C=C2)C(=O)N([C@H]2CCC1=NC(=CC=C12)C(F)(F)F)CC1CC1 (S)-5-amino-N-(cyclopropylmethyl)-N-(2-(trifluoromethyl)-6,7-dihydro-5H-cyclopenta[b]pyridin-5-yl)benzo[c][2,6]naphthyridine-9-carboxamide